5-[(tert-Butoxycarbonylamino)methyl]-1-methyl-pyrazole-3-carboxylic acid methyl ester COC(=O)C1=NN(C(=C1)CNC(=O)OC(C)(C)C)C